N-[(2-aminoquinolin-7-yl)methyl]-N-(3-methanesulfonylpyridin-4-yl)pyridine-3-carboxamide NC1=NC2=CC(=CC=C2C=C1)CN(C(=O)C=1C=NC=CC1)C1=C(C=NC=C1)S(=O)(=O)C